C(O)(O)=O.FC=CC1=CC=C(C=C1)C 2-fluorovinyl-4-methylbenzene-carbonate